C[N+](C)(C)C[C@@H](CC(=O)[O-])O The molecule is the (R)-enantiomer of carnitine. It has a role as an antilipemic drug, a water-soluble vitamin, a vitamin, a nutraceutical, a nootropic agent and a Saccharomyces cerevisiae metabolite. It is a conjugate base of a (R)-carnitinium. It is an enantiomer of a (S)-carnitine.